[C@@]12(CNC[C@@H]2C1)NC=1N=C(C2=C(N1)N=C(C=C2C)C)N N2-((1R,5S)-3-azabicyclo[3.1.0]hexan-1-yl)-5,7-dimethylpyrido[2,3-d]pyrimidine-2,4-diamine